(4-(bis(4-methoxybenzyl)amino)-2-butoxyimidazo[2,1-f][1,2,4]triazin-7-yl)(2-isopropyl-1,2,3,4-tetrahydroisoquinolin-6-yl)methanol COC1=CC=C(CN(C2=NC(=NN3C2=NC=C3C(O)C=3C=C2CCN(CC2=CC3)C(C)C)OCCCC)CC3=CC=C(C=C3)OC)C=C1